1-cyclopropyl-6-fluoro-4-oxo-7-piperazin-1-yl-quinoline-3-carboxylic acid C1(CC1)N1C=C(C(C2=CC(=C(C=C12)N1CCNCC1)F)=O)C(=O)O